CC(C)N1N=NC2=C1C=CC(=C2)C=2OC=C(N2)C2=C(C=CC=C2)NC(C)=O N-(2-{2-[1-(propan-2-yl)-1H-1,2,3-benzotriazol-5-yl]-1,3-oxazol-4-yl}phenyl)acetamide